N-[(1S)-1-[[(3-amino-3-oxo-propyl)-(2-chloroacetyl)amino]carbamoyl]-3-methyl-butyl]-4-methoxy-1H-indole-2-carboxamide NC(CCN(C(CCl)=O)NC(=O)[C@H](CC(C)C)NC(=O)C=1NC2=CC=CC(=C2C1)OC)=O